ClC=1C(=CC(=C(CN2[C@H](CCCC2)C(=O)O)C1)OCC=1C=NC=C(C1)C#N)OCC1=C(C(=CC=C1)C1=C2CCN(C2=CC=C1)CCCN1CCC(CC1)F)C (R)-N-(5-chloro-2-((5-cyanopyridin-3-yl)methoxy)-4-(3-(1-(3-(4-fluoropiperidin-1-yl)propyl)indoline-4-yl)-2-methylbenzyloxy)benzyl)-piperidine-2-Formic acid